2-(dimethylamino)ethyl 2-(3,5-dichlorophenyl)benzo[d]oxazole-6-carboxylate hydrochloride Cl.ClC=1C=C(C=C(C1)Cl)C=1OC2=C(N1)C=CC(=C2)C(=O)OCCN(C)C